N-((5-fluoro-6-(6-methoxypyridin-3-yl)-1H-indol-2-yl)methyl)acetamide FC=1C=C2C=C(NC2=CC1C=1C=NC(=CC1)OC)CNC(C)=O